N1(CCCC1)S(=O)(=O)C1=CC=C(C=C1)C=1CCN(CC1)C(=O)OC(C)(C)C tert-Butyl 4-(4-(pyrrolidin-1-ylsulfonyl)phenyl)-3,6-dihydropyridine-1(2H)-carboxylate